2-(1-(methylsulfonyl)-1H-pyrazol-4-yl)pyrimidin-4-amine CS(=O)(=O)N1N=CC(=C1)C1=NC=CC(=N1)N